CC(C(=O)O[C@H]1[C@@H](OC([C@H](COC([C@@H]1CC1=CC=CC=C1)=O)NC(=O)C1=NC=CC(=C1OCOC(C)=O)OC)=O)C)C (3S,6S,7R,8R)-3-[[[3-[(acetyloxy)-methoxy]-4-methoxy-2-pyridinyl]carbonyl]amino]-6-methyl-4,9-dioxo-8-(phenylmethyl)-1,5-dioxonan-7-yl 2-methylpropanoate